C(C1=CC=CC=C1)(=O)C=1C(OC2=C(C1)C=CC(=C2)N(CC)CC)=O 3-benzoyl-7-(diethylamino)-2H-1-benzopyran-2-one